4,4'-azobis(4-cyanovaleric acid) sodium salt [Na+].N(=NC(CCC(=O)[O-])(C)C#N)C(CCC(=O)[O-])(C)C#N.[Na+]